ClC1=C(C(=O)OC2=C(C(=C(C(=C2F)F)F)F)F)C=CC(=C1SC)OCC(F)(F)F (2,3,4,5,6-pentafluorophenyl) 2-chloro-3-methylsulfanyl-4-(2,2,2-trifluoroethoxy)benzoate